C(C)N(C1=CC=CC(=N1)S(=O)(=O)NC(=O)C=1C(=NC=CC1)N1C(CC(C1)C)(C)C)CCOC N-[[6-[ethyl(2-methoxyethyl)amino]-2-pyridyl]sulfonyl]-2-(2,2,4-trimethylpyrrolidin-1-yl)pyridine-3-carboxamide